[N+](=O)([O-])C1=CC=C(C=C1)S(=O)(=O)OCCOCCOCCOC1=CC=C(C=C1)S(=O)(=O)C=C 2-(2-(2-(4-(vinylsulfonyl)phenoxy)ethoxy)ethoxy)ethyl 4-nitrobenzenesulfonate